(1R,3S,5s,7s)-2-(5-(3-cyano-6-(2-hydroxy-2-methylpropyloxy)pyrazolo[1,5-a]pyridin-4-yl)pyridin-2-yl)-N-(6-methoxypyridin-3-yl)-2-azaadamantan-5-carboxamide C(#N)C=1C=NN2C1C(=CC(=C2)OCC(C)(C)O)C=2C=CC(=NC2)N2[C@@H]1CC3CC(C[C@@H]2C3)(C1)C(=O)NC=1C=NC(=CC1)OC